N1=CC(=CC2=CC=CN=C12)C=1C=CN2N=C(N=CC21)N[C@@H]2CC[C@@H](CC2)N(C)C cis-N1-(5-(1,8-naphthyridin-3-yl)pyrrolo[2,1-f][1,2,4]triazin-2-yl)-N4,N4-dimethylcyclohexane-1,4-diamine